α-(4-carbomethoxy-2-n-propylphenoxy)-3,4-methylenedioxyphenylacetamide C(=O)(OC)C1=CC(=C(OC(C(=O)N)C2=CC3=C(C=C2)OCO3)C=C1)CCC